(S,E)-3-(3,4-dimethylphenyl)-1-methoxy-N-(4-(methylsulfonyl)but-3-en-2-yl)isoquinolin-8-amine CC=1C=C(C=CC1C)C=1N=C(C2=C(C=CC=C2C1)N[C@@H](C)\C=C\S(=O)(=O)C)OC